(1H-indol-1-yl)(phenyl)methanone N1(C=CC2=CC=CC=C12)C(=O)C1=CC=CC=C1